1-(5-bromopyridin-3-yl)cyclopentan-1-amine BrC=1C=C(C=NC1)C1(CCCC1)N